N=1C=CN2N=CC=C(C21)C(=O)O imidazo[1,2-b]pyridazine-8-carboxylic acid